The molecule is a phosphorodiamide that consists of 2-amino-1,3,2-oxazaphosphinan-4-ol 2-oxide having two 2-chloroethyl groups attached to the exocyclic nitrogen. It has a role as an alkylating agent and a metabolite. It is a nitrogen mustard, an organochlorine compound and a phosphorodiamide. C1COP(=O)(NC1O)N(CCCl)CCCl